(3aR,6S,7aS)-isobutyric acid 3a,4,5,6,7,7a-hexahydro-1H-4,7-methanoinden-6-yl ester C1C=C[C@H]2C3C[C@@H](C([C@@H]12)C3)OC(C(C)C)=O